C1OCC12CC(C2)CN2C(C1=CC=CC=C1C2CC2=C(C=NN2C)Cl)=O 2-((2-oxaspiro[3.3]heptan-6-yl)methyl)-3-((4-chloro-1-methyl-1H-pyrazol-5-yl)methyl)isoindolin-1-one